CC1=CC=C(C=C1)S(=O)(=O)OCCN1N=C(C(=C1)NC1=C2N=CN(C2=NC(=N1)N1C[C@H]([C@@H](C1)F)NC(=O)OC(C)(C)C)C)OC 2-[4-[[2-[(3R,4R)-3-(tert-butoxycarbonylamino)-4-fluoro-pyrrolidin-1-yl]-9-methyl-purin-6-yl]amino]-3-methoxy-pyrazol-1-yl]ethyl 4-methylbenzenesulfonate